(3-bromo-1-methyl-1H-pyrazol-4-yl)carbamic acid tert-butyl ester C(C)(C)(C)OC(NC=1C(=NN(C1)C)Br)=O